O=C1NCC2=CC(=CC=C12)C=O 1-OXOISOINDOLINE-5-CARBALDEHYDE